C[C@H]1CN(CCN1C1=NC=CC2=C1C(=CN2S(=O)(=O)C2=CC=CC=C2)C2(CC2)C)C(=O)OC(C)(C)C tert-butyl (S)-3-methyl-4-(3-(1-methylcyclopropyl)-1-(phenylsulfonyl)-1H-pyrrolo[3,2-c]pyridin-4-yl)piperazine-1-carboxylate